2-(4-bromophenyl)-6-((2-fluoro-4-(trifluoromethyl)phenyl)carbamoyl)cyclohexane-1-carboxylic acid BrC1=CC=C(C=C1)C1C(C(CCC1)C(NC1=C(C=C(C=C1)C(F)(F)F)F)=O)C(=O)O